3-(1,1-difluoro-2-(5-((methylcarbamoyl)glycyl)hexahydropyrrolo[3,4-c]pyrrol-2(1H)-yl)-2-oxoethyl)-4-fluoro-N-(4-fluoro-3-methylphenyl)benzamide FC(C(=O)N1CC2CN(CC2C1)C(CNC(NC)=O)=O)(F)C=1C=C(C(=O)NC2=CC(=C(C=C2)F)C)C=CC1F